bismuth-selenium-antimony [Sb].[Se].[Bi]